ClC=1C=C(C=CC1F)C=1N=CN(C1C=1C=CC=2N(N1)C(=CN2)C#N)CCO 6-(4-(3-chloro-4-fluorophenyl)-1-(2-hydroxy-ethyl)-1H-imidazol-5-yl)imidazo[1,2-b]pyridazine-3-carbonitrile